C(C)(C)(C)OC(=O)N1CC=2N(CC1)N=C(C2)C2=C(C1=C(C(=N2)C=2C=NN(C2)C)CCC1F)C1=C(C=C(C=C1)F)OC 2-[5-fluoro-4-(4-fluoro-2-methoxy-phenyl)-1-(1-methylpyrazol-4-yl)-6,7-dihydro-5H-cyclopenta[c]pyridin-3-yl]-6,7-dihydro-4H-pyrazolo[1,5-a]pyrazine-5-carboxylic acid tert-butyl ester